N-(6-chloro-3-hydroxy-2-methylphenyl)carboxamide ClC1=CC=C(C(=C1NC=O)C)O